2-(3-(2-(2-aminoethoxy)ethoxy)propionylamino)-N-(4,5-dimethylthiazol-2-yl)-6-methylbenzamide NCCOCCOCCC(=O)NC1=C(C(=O)NC=2SC(=C(N2)C)C)C(=CC=C1)C